N-((3R,4S)-4-((2-(2,6-dichloro-3,5-dimethoxyphenyl)-4-(3-hydroxy-3-methylazetidin-1-yl)pyrido[3,4-d]pyrimidin-6-yl)amino)tetrahydrofuran-3-yl)acrylamide ClC1=C(C(=C(C=C1OC)OC)Cl)C=1N=C(C2=C(N1)C=NC(=C2)N[C@H]2[C@H](COC2)NC(C=C)=O)N2CC(C2)(C)O